(R)-6-oxo-hexahydropyrrolo[1,2-a]pyrazine-2(1H)-carboxylic acid tert-butyl ester C(C)(C)(C)OC(=O)N1C[C@@H]2N(CC1)C(CC2)=O